2-[(1S,2S)-2-fluorocyclopropyl]sulfonyl-6,7-dihydro-5H-pyrrolo[1,2-b][1,2,4]triazole F[C@@H]1[C@H](C1)S(=O)(=O)C=1N=C2N(N1)CCC2